Tert-butyl (E)-(2-((2-(((4-(3,5-bis(methoxy-d3)styryl-d6)phenoxy)carbonyl) oxy)ethyl)amino)-2-oxoethyl)carbamate C(OC1(C(C(/C(=C(/C2=CC=C(OC(=O)OCCNC(CNC(OC(C)(C)C)=O)=O)C=C2)\[2H])/[2H])(C=C(C1)OC([2H])([2H])[2H])[2H])([2H])[2H])[2H])([2H])([2H])[2H]